5-(trifluoromethyl)benzo[d]thiazol-2-amine FC(C=1C=CC2=C(N=C(S2)N)C1)(F)F